2-((S)-3-chloro-2-Ethyl-methoxypropyl)-3-methylenepyrrolidine-2-carboxylate ClC([C@H](CC1(NCCC1=C)C(=O)[O-])CC)OC